N-[(2S)-1-(4-{[5-(3-methyl-1,2-oxazol-5-yl)thiophen-2-yl]sulfonyl}piperazin-1-yl)propan-2-yl]-8-(1,3,5-trimethyl-1H-pyrazol-4-yl)quinazolin-4-amine CC1=NOC(=C1)C1=CC=C(S1)S(=O)(=O)N1CCN(CC1)C[C@H](C)NC1=NC=NC2=C(C=CC=C12)C=1C(=NN(C1C)C)C